COC=1C=C(C=CC1OC)C=1NC2=CC=C(C=C2C1C(C)C)NC1CCC(CC1)NCCNC N1-(2-(3,4-dimethoxyphenyl)-3-isopropyl-1H-indol-5-yl)-N4-(2-(methylamino)ethyl)cyclohexane-1,4-diamine